2-((1-methyl-1H-pyrazol-4-yl)methyl)-6-(2-(2,2,2-trifluoroethoxy)pyrimidin-5-yl)pyridazin-3(2H)-one CN1N=CC(=C1)CN1N=C(C=CC1=O)C=1C=NC(=NC1)OCC(F)(F)F